(S)-N-((4-chloro-8-ethyl-8-hydroxy-9,12-dioxo-8,9,12,14-tetrahydro-11H-furo[3,2-f]pyrano[3',4':6,7]indolizino[1,2-b]quinolin-15-yl)methyl)-2-hydroxyacetamide ClC1=C2C(=C3C(=C4C(=NC3=C1)C1=CC3=C(C(N1C4)=O)COC([C@]3(O)CC)=O)CNC(CO)=O)C=CO2